2-(4-(2-Aminoethoxy)-3-methylphenyl)-5,7-dimethoxyquinazolin-4(3H)-one NCCOC1=C(C=C(C=C1)C1=NC2=CC(=CC(=C2C(N1)=O)OC)OC)C